5-(4,7-Diazaspiro[2.5]octan-7-yl)-N-[(1R)-1-[3-methoxy-5-(1-methylpyrazol-4-yl)phenyl]ethyl]-2-methyl-benzamide C1CC12NCCN(C2)C=2C=CC(=C(C(=O)N[C@H](C)C1=CC(=CC(=C1)C=1C=NN(C1)C)OC)C2)C